4-(2-(tert-Butyldimethylsilyloxy)ethoxy)benzoic acid methyl ester COC(C1=CC=C(C=C1)OCCO[Si](C)(C)C(C)(C)C)=O